2-(1-methyl-4-piperidinyl)ethylamine CN1CCC(CC1)CCN